1,1'-((1,1,3,3-tetramethyldisiloxan-1,3-diyl)bis(ethan-2,1-diyl))bis(N,N,2,3-tetrakis(trimethylsilyl)-siliren-1-amin) C[Si](O[Si](C)(C)CC[Si]1(C(=C1[Si](C)(C)C)[Si](C)(C)C)N([Si](C)(C)C)[Si](C)(C)C)(C)CC[Si]1(C(=C1[Si](C)(C)C)[Si](C)(C)C)N([Si](C)(C)C)[Si](C)(C)C